C1(=CC=CC=C1)C(C)(C)C1=NN=C(O1)C=O (5-(2-phenylpropane-2-yl)-1,3,4-oxadiazol-2-yl)methanone